ClC=1C=C(SC1C(C)NC1=NC(=NC2=CC(=C(C=C12)OC)OC)C)C1=C(CNC(OC(C)(C)C)=O)C=CC=C1 tert-butyl [2-(4-chloro-5-{1-[(6,7-dimethoxy-2-methylquinazolin-4-yl)amino]-ethyl}thiophen-2-yl)benzyl]carbamate